COC1=CC=C2C(=N1)NC1=C(N=CC=C12)C(F)(F)F 2-methoxy-8-(trifluoromethyl)-9H-pyrrolo[2,3-b:5,4-c']dipyridine